Cl.N[C@H]1[C@@H](CCC1)O (1R,2R)-2-aminocyclopentan-1-ol HCl